amino-5'-(3-chloro-1H-pyrrolo[2,3-b]pyridin-2-yl)-N-(1-methyl-1H-pyrazol-4-yl)-6'H-spiro[cyclopropane-1,9'-pyrazino[1',2':1,5]pyrrolo[2,3-d]pyrimidine]-7'(8'H)carboxamide NC=1N=CC2=C(N1)N1C(=C2C2=C(C=3C(=NC=CC3)N2)Cl)CN(CC12CC2)C(=O)NC=2C=NN(C2)C